tert-butyl 4-(4-(2,6-dioxopiperidin-3-ylamino)-2-fluorophenyl)piperazine-1-carboxylate O=C1NC(CCC1NC1=CC(=C(C=C1)N1CCN(CC1)C(=O)OC(C)(C)C)F)=O